C(C)(=O)C1=NC=C(C=N1)OC1=CC=C(C=C1)C(C)(C)C1=CC=C(OC[C@H]2N(CC2)C(=O)OC(C)(C)C)C=C1 tert-butyl (S)-2-((4-(2-(4-((2-acetylpyrimidin-5-yl)oxy)phenyl)propan-2-yl)phenoxy)methyl)azetidine-1-carboxylate